ClC1=CC(=C(C=C1)C1(OC2=C(O1)C=CC=C2C2CCN(CC2)CC=2N(C(=NN2)/C=C/C(=O)O)C[C@H]2OCC2)C)F (E)-3-(5-((4-(2-(4-chloro-2-fluorophenyl)-2-methylbenzo[d][1,3]dioxol-4-yl)piperidin-1-yl)methyl)-4-(((S)-oxetan-2-yl)methyl)-4H-1,2,4-triazol-3-yl)acrylic acid